C(C)OC(=O)[C@@H]1OCC[C@@H](C1)O |r| (±)-cis-4-Hydroxytetrahydro-2H-pyran-2-carboxylic acid Ethyl ester